2-bromo-6-(3-buten-1-oxy)pyridine BrC1=NC(=CC=C1)OCCC=C